C(C=C)C1=CC=C(CN(C(=O)N2[C@H]3[C@H](N(C[C@@H]2CC3)C(N(C3=CC=CC=C3)C3=CC=CC=C3)=O)C(=O)O)C)C=C1 (1R,2S,5S)-8-((4-allylbenzyl)(methyl)carbamoyl)-3-(diphenylcarbamoyl)-3,8-diazabicyclo[3.2.1]octane-2-carboxylic acid